C(C)(C)C1=CC=C(C=C1)C=1C2=C(N=C(N1)NCC(C(=O)O)=C)CCO2 2-(((4-(4-isopropylphenyl)-6,7-dihydrofuro[3,2-d]pyrimidin-2-yl)amino)methyl)acrylic acid